Cl.NCCCC[C@H](C(=O)N1CCC(CC1)NC(CC1=CC(=C(C=C1)F)F)=O)NC([C@@H](CC(C)C)NC[C@@H](CC1=CC=CC=C1)N)=O (R)-N-((R)-6-amino-1-(4-(2-(3,4-difluorophenyl)acetamido)piperidin-1-yl)-1-oxohexan-2-yl)-2-((R)-2-amino-3-phenylpropylamino)-4-methylpentanamide hydrochloride